(R)-6,7-dichloro-3-(2-methoxyethyl)-1,3,4,9-tetrahydro-[1,2]thiazino[4,3-g]indole 2,2-dioxide ClC=1C=2C(=CNC2C2=C(C1)C[C@@H](S(N2)(=O)=O)CCOC)Cl